OC1=C(C(=NN1C=1SC=C(N1)C(=O)O)C1=CC=CC=C1)OC1=CC=C(C=C1)S(N)(=O)=O 2-(5-hydroxy-3-phenyl-4-(4-sulfamoylphenoxy)-1H-pyrazol-1-yl)thiazole-4-carboxylic acid